C(C)(C)(C)NS(=O)(=O)C=1C=C(C=CC1)NC(=O)C1=NC=C(N=C1NC(CO)(C)C)Cl N-(3-(N-(tert-butyl)sulfamoyl)phenyl)-5-chloro-3-((1-hydroxy-2-methylpropan-2-yl)amino)pyrazine-2-carboxamide